trans-p-propenyl-anisole C(=C\C)/C1=CC=C(C=C1)OC